CC(COC1=CC=C(C=C1)C1CN(C1)C(=O)N1C[C@@H]2[C@@H](OCC(N2)=O)CC1)(C)C (4aR,8aS)-6-[3-[4-(2,2-dimethylpropoxy)phenyl]azetidine-1-carbonyl]-4,4a,5,7,8,8a-hexahydropyrido[4,3-b][1,4]oxazin-3-one